1-benzyl-6-buten-1-yl-4-phenylpyridin C(C1=CC=CC=C1)N1CC=C(C=C1C=CCC)C1=CC=CC=C1